FC=1C=NC=C(C1C1=C(C=C(C=C1OC)OC)OC)F 3,5-difluoro-4-(2,4,6-trimethoxyphenyl)pyridine